4-(5-cyclopropyl-1,3,4-thiadiazol-2-yl)-N-{(1R,6S)-2,2-difluoro-6-[4-(propan-2-yl)piperazin-1-yl]cyclohexyl}-4-methylpiperidine-1-carboxamide C1(CC1)C1=NN=C(S1)C1(CCN(CC1)C(=O)N[C@H]1C(CCC[C@@H]1N1CCN(CC1)C(C)C)(F)F)C